[4-{2-[(2S)-2-methylazetidin-1-yl]-6-(trifluoromethyl)pyrimidin-4-yl}phenyl]methanone C[C@@H]1N(CC1)C1=NC(=CC(=N1)C1=CC=C(C=C1)C=O)C(F)(F)F